hydroxy(4-(4-methoxy-3-methylphenyl)bicyclo[2.2.2]oct-1-yl)methanesulfonic acid potassium salt [K+].OC(S(=O)(=O)[O-])C12CCC(CC1)(CC2)C2=CC(=C(C=C2)OC)C